FC(CN1N=C(C(=C1C)CCN1CC2=C(C(=C(C=C2C(C1)(F)F)O)N1CC(NS1(=O)=O)=O)F)C)F 5-(2-{2-[1-(2,2-difluoroethyl)-3,5-dimethyl-1H-pyrazol-4-yl]ethyl}-4,4,8-trifluoro-6-hydroxy-1,2,3,4-tetrahydroisoquinolin-7-yl)-1lambda6,2,5-thiadiazolidin-1,1,3-trione